COC(=O)C1=NC(=C(C(=C1Cl)N)F)C1=CC=C2C=CN(C2=C1F)C(C(C)(C)C)=O Methyl-4-amino-3-chloro-6-[1-(2,2-dimethylpropanoyl)-7-fluoro-1H-indol-6-yl]-5-fluoropyridin-2-carboxylat